3-Cyano-6,7-dihydro-5H-cyclopenta[b]pyridine 1-oxide C(#N)C=1C=C2C(=[N+](C1)[O-])CCC2